1-Methyl-2-oxopyridine-3-boronic acid CN1C(C(=CC=C1)B(O)O)=O